(2-(2,6-dioxopiperidin-3-yl)-6-fluoro-1-oxoisoindolin-4-yl)sulfide O=C1NC(CCC1N1C(C=2C=C(C=C(C2C1)SC1=C2CN(C(C2=CC(=C1)F)=O)C1C(NC(CC1)=O)=O)F)=O)=O